(1-(3-chloropyrazin-2-yl)-3,3-dimethylcyclobutyl)methanol ClC=1C(=NC=CN1)C1(CC(C1)(C)C)CO